N-(((4-(pyridin-2-yloxy)piperidin-1-yl)methoxy)methyl)-4-(3-(4-(trifluoromethoxy)phenyl)-1,2,4-oxadiazol-5-yl)piperazine-1-carboxamide N1=C(C=CC=C1)OC1CCN(CC1)COCNC(=O)N1CCN(CC1)C1=NC(=NO1)C1=CC=C(C=C1)OC(F)(F)F